N1-(2-(dimethylamino)ethyl)-N4-(4-(6-fluoro-1H-indol-1-yl)pyrimidin-2-yl)-5-methoxy-N1-methylbenzene-1,2,4-triamine CN(CCN(C=1C(=CC(=C(C1)OC)NC1=NC=CC(=N1)N1C=CC2=CC=C(C=C12)F)N)C)C